C1(CCCC1)N1C(N(C=2C1=C1C(=NC2)NC(=C1C1=CC=C(C=C1)C1(CC1)C#N)C1=CC=C(C=C1)CN1CCC(CC1)S(=O)(=O)C)C)=O 1-(4-(1-Cyclopentyl-3-methyl-7-(4-((4-(methylsulfonyl)piperidin-1-yl)methyl)phenyl)-2-oxo-1,2,3,6-tetrahydroimidazo[4,5-d]pyrrolo[2,3-b]pyridin-8-yl)phenyl)cyclopropane-1-carbonitrile